N-[5-bromo-4-fluoro-2-[(3R,5S)-3,4,5-trimethylpiperazin-1-yl]phenyl]-6-chloro-5-nitro-pyrimidin-4-amine BrC=1C(=CC(=C(C1)NC1=NC=NC(=C1[N+](=O)[O-])Cl)N1C[C@H](N([C@H](C1)C)C)C)F